(S)-2-((2-(4-cyanophenyl)propyl)amino)-N-(5-(6-methylpyridazin-3-yl)pyridin-2-yl)-2-phenylacetamide C(#N)C1=CC=C(C=C1)C(CN[C@H](C(=O)NC1=NC=C(C=C1)C=1N=NC(=CC1)C)C1=CC=CC=C1)C